ClC1=CC=C(C=C1)C=1N=C2N(C=CC=C2)C1CN1CC2COCC(C1)N2C(=O)C2=NC(=CC=C2)OC(F)(F)F (7-{[2-(4-chlorophenyl)imidazo[1,2-a]pyridin-3-yl]methyl}-3-oxa-7,9-diazabicyclo[3.3.1]non-9-yl)[6-(trifluoromethoxy)pyridin-2-yl]methanone